(2-((2,5-dichloropyrimidin-4-yl)amino)phenyl)phosphine ClC1=NC=C(C(=N1)NC1=C(C=CC=C1)P)Cl